CC1=C(C=CC=C1)C(O)(C1=C(C=CC=C1)C)C1=C(C=CC=C1)C tris(2-methylphenyl)methanol